(trityl)-DL-glutamine C(C1=CC=CC=C1)(C1=CC=CC=C1)(C1=CC=CC=C1)N[C@@H](CCC(N)=O)C(=O)O |r|